3-(p-chlorophenylthio)-5-chloroindole ClC1=CC=C(C=C1)SC1=CNC2=CC=C(C=C12)Cl